C(#N)C=1C=C(C=CC1)C=1C(=NC2=CC=CC=C2N1)N1C[C@H](CC1)NC(C(C)C)=O (s)-N-(1-(3-(3-cyanophenyl)quinoxalin-2-yl)pyrrolidin-3-yl)isobutyramide